5-amino-N-{4-[(3S)-3-aminopiperidin-1-yl]-(7R)-7-methoxy-6,7-dihydro-5H-cyclopenta[b]pyridin-3-yl}-2-(2,6-difluorophenyl)-1,3-thiazole-4-carboxamide NC1=C(N=C(S1)C1=C(C=CC=C1F)F)C(=O)NC=1C(=C2C(=NC1)[C@@H](CC2)OC)N2C[C@H](CCC2)N